FC1=C(C=CC=C1)C=1N=C2C(=CN(C=C2)CN2N=NC3=C2C=CC=C3)N1 1-((2-(2-fluorophenyl)-5H-imidazo[4,5-c]pyridin-5-yl)methyl)-1H-benzo[d][1,2,3]triazole